FC(C1=CC=C(CN2C(C3=C(C=4C=CC=NC24)CCN(C3)CC3=CC(=CC=C3)C#N)=O)C=C1)(F)F 6-(4-Trifluoromethylbenzyl)-3-(3-cyanobenzyl)-2,3,4,6-tetrahydropyrido[3,4-c][1,8]naphthyridine-5(1H)-one